Ethyl ((1R,3r,5S,6r)-3-(6-chloro-1H-indazol-4-yl)-3-hydroxybicyclo[3.1.0]hexan-6-yl)carbamate ClC1=CC(=C2C=NNC2=C1)C1(C[C@H]2C([C@H]2C1)NC(OCC)=O)O